FC(C=1C=NC(=NC1)N1CCC(CC1)N1C(C(CC1)O)=O)F 1-(1-(5-(difluoromethyl)pyrimidin-2-yl)piperidin-4-yl)-3-hydroxypyrrolidin-2-one